FC1(CN(C1)C1=NC=2C(=CC(=CC2C=2N1C=C(N2)C(F)(F)F)C)C(C)NC2=C(C(=O)O)C=CC=C2)F 2-((1-(5-(3,3-difluoroazetidin-1-yl)-9-methyl-2-(trifluoromethyl)imidazo[1,2-c]quinazolin-7-yl)ethyl)amino)benzoic acid